phenyl N-[3,4-dimethyl-5-(morpholinomethyl)phenyl]carbamate CC=1C=C(C=C(C1C)CN1CCOCC1)NC(OC1=CC=CC=C1)=O